5-Chloro-2-fluoro-3-[(3S,4R)-4-fluoro-3-methylpiperidin-4-yl]pyridine hydrochloride tert-Butyl-(3S,4R)-4-(5-chloro-2-fluoropyridin-3-yl)-4-fluoro-3-methylpiperidine-1-carboxylate C(C)(C)(C)OC(=O)N1C[C@@H]([C@@](CC1)(F)C=1C(=NC=C(C1)Cl)F)C.Cl.ClC=1C=C(C(=NC1)F)[C@@]1([C@H](CNCC1)C)F